ethyl 1-(4-hydroxy-2-methylphenyl)-1H-pyrazole-4-carboxylate OC1=CC(=C(C=C1)N1N=CC(=C1)C(=O)OCC)C